BrC=1C=C(C=2C=CN(C2C1)CC(F)(F)F)N 6-bromo-1-(2,2,2-trifluoroethyl)indol-4-amine